(2S)-4-(1-tert-butoxycarbonylazetidin-3-ylidene)-2-(methylamino)butanoic acid C(C)(C)(C)OC(=O)N1CC(C1)=CC[C@@H](C(=O)O)NC